C(C)(C)(C)N1C=NC(=C1)C(=O)NC1=CC(=C(C=C1)C)C=1C=C(C=2N(C1)C=CN2)N2CCOCC2 1-(Tert-butyl)-N-(4-methyl-3-(8-morpholinoimidazo[1,2-a]pyridin-6-yl)phenyl)-1H-imidazole-4-carboxamide